(E)-N-benzyl-3-(5-chloro-1H-pyrrolo[2,3-b]pyridin-3-yl)acrylamide C(C1=CC=CC=C1)NC(\C=C\C1=CNC2=NC=C(C=C21)Cl)=O